Sodium 3-dodecyloxy-2-hydroxypropan-1-sulfonate C(CCCCCCCCCCC)OCC(CS(=O)(=O)[O-])O.[Na+]